2,2'-sulfinyl-diphenol S(=O)(C1=C(C=CC=C1)O)C1=C(C=CC=C1)O